FC(OC1=CC=C2C(=N1)NC=C2C2=CC=1N(C=C2)N=CC1C(=O)N1CCOCC1)F (5-(6-(difluoromethoxy)-1H-pyrrolo[2,3-b]pyridin-3-yl)pyrazolo[1,5-a]pyridin-3-yl)(morpholino)methanone